4-[3-({5-[(1R,4R,7R)-7-amino-2-azabicyclo[2.2.1]heptane-2-carbonyl]-2-(2-ethylphenyl)-7-methoxy-1H-1,3-benzodiazol-1-yl}methyl)azetidin-1-yl]pyrimidine-2-carbonitrile N[C@H]1[C@@H]2N(C[C@H]1CC2)C(=O)C2=CC1=C(N(C(=N1)C1=C(C=CC=C1)CC)CC1CN(C1)C1=NC(=NC=C1)C#N)C(=C2)OC